C(C)(SC1=C2C(N(CC2=CC(=C1)Br)C(C)(C)C)=O)=O S-(6-bromo-2-(tert-butyl)-3-oxoisoindolin-4-yl) ethanethioate